4-fluoro-2,2-dimethyl-2,3-dihydrobenzofuran-5-carboxamide FC1=C(C=CC2=C1CC(O2)(C)C)C(=O)N